7-O-acetyl-N-acetylneuraminic acid C(C)(=O)O[C@@H]([C@H]1[C@@H]([C@H](CC(C(O)=O)(O)O1)O)NC(C)=O)[C@H](O)CO